C(C)(C)N1N=C(N=C1C1[C@H]2CC(C[C@@H]12)C1OCCCNC1)C=1C=NC=C(C1)C(F)(F)F ((1R,3r,5S,6r)-6-(1-isopropyl-3-(5-(trifluoromethyl)pyridin-3-yl)-1H-1,2,4-triazol-5-yl)bicyclo[3.1.0]hexane-3-yl)-1,4-oxaazepane